S1C(=NC2=C1C=CC=C2)C2=C(C=CC(=C2)OC)NC(C=CC2=CC=CC=C2)=O N-(2-(benzo[d]thiazol-2-yl)-4-methoxyphenyl)cinnamamide